C[Si]1(CCC(CC1)NC(=O)C1=CC2=C(N=C(S2)OC)N1)C N-(1,1-Dimethylsilacyclohexane-4-yl)-2-methoxy-4H-pyrrolo[2,3-d]thiazole-5-carboxamide